C[C@H]1N(CCNC1)C1=CC=CC(=N1)S(=O)(=O)NC1=NC(=C(C=C1)C(F)(F)F)C1=C(C=CC=C1)C (R)-6-(2-methylpiperazin-1-yl)-N-(6-(o-tolyl)-5-(trifluoromethyl)pyridin-2-yl)pyridine-2-sulfonamide